NC1C(CN(CC1)C1=NC(=CC(=N1)N1CCN(CC1)C[C@H]1CN(C[C@H](O1)C)C1=C2C=CC=NC2=C(C=C1)C#N)C)(F)F 5-[(2S,6R)-2-[[4-[2-(4-amino-3,3-difluoro-1-piperidyl)-6-methyl-pyrimidin-4-yl]piperazin-1-yl]methyl]-6-methyl-morpholin-4-yl]quinoline-8-carbonitrile